C(C)C=1C=NC=CC1CNC=1C=C2CCC(NC2=CC1F)=O 6-(((3-ethylpyridin-4-yl)methyl)amino)-7-fluoro-3,4-dihydroquinolin-2(1H)-one